4-bromo-2,6-bis(4-(tert-butyl)phenyl)pyrimidine BrC1=NC(=NC(=C1)C1=CC=C(C=C1)C(C)(C)C)C1=CC=C(C=C1)C(C)(C)C